1-{2-fluoro-4-[4-({[5-(trifluoromethyl)pyridin-2-yl]methyl}carbamoyl)-1H-1,2,3-triazol-1-yl]butyl}-N-{[4-(trifluoromethyl)pyridin-2-yl]methyl}-1H-1,2,3-triazole-4-carboxamide FC(CN1N=NC(=C1)C(=O)NCC1=NC=CC(=C1)C(F)(F)F)CCN1N=NC(=C1)C(NCC1=NC=C(C=C1)C(F)(F)F)=O